NC1SC2=CN(CCC2=N1)C1CC1 2-amino-5-cyclopropyl-6,7-dihydrothiazolo[5,4-c]pyridin